BrC=1C=CC2=C(OC(C(N2)=O)(C)C)C1 7-bromo-2,2-dimethyl-2H-benzo[b][1,4]oxazin-3(4H)-one